12-hydroxy-4,6,8,10-tetramethyltridecyl propyloxymethyl ether C(CC)OCOCCCC(CC(CC(CC(CC(C)O)C)C)C)C